3-(5,5-dimethyl-1,3-dioxan-2-yl)-N-(4-(3,3-dimethylpyrrolidin-1-yl)phenyl)-5-fluoro-4-hydroxybenzoamide CC1(COC(OC1)C=1C=C(C(=O)NC2=CC=C(C=C2)N2CC(CC2)(C)C)C=C(C1O)F)C